N1(N=NN=C1)C[C@H](C)OC=1C=C(C=CC1Cl)C=1C=NC(=NC1)NC=1C(=NN(C1)C1CCC(CC1)N1CCOCC1)OCC1=NN(C=C1)C 5-(3-(((S)-1-(1H-tetrazol-1-yl)propan-2-yl)oxy)-4-chlorophenyl)-N-(3-((1-methyl-1H-pyrazol-3-yl)methoxy)-1-((1r,4r)-4-morpholinocyclohexyl)-1H-pyrazol-4-yl)pyrimidin-2-amine